1-hydroxy-1H-benzotriazole Hydrate O.ON1N=NC2=C1C=CC=C2